Methyl (S)-2-(2-(2-(2-(diethoxyphosphoryl)-N-methylacetamido)-acetamido)-4-morpholino-4-oxobutoxy)-4-dodecylbenzoate C(C)OP(=O)(OCC)CC(=O)N(C)CC(=O)N[C@H](COC1=C(C(=O)OC)C=CC(=C1)CCCCCCCCCCCC)CC(=O)N1CCOCC1